N-(2-((1,3-dimethylazetidin-3-yl)oxy)-5-(4-(4-((6-(trifluoromethyl)pyridazin-3-yl)oxy)phenyl)-piperidine-1-carbonyl)phenyl)-1-phenylmethanesulfonamide CN1CC(C1)(C)OC1=C(C=C(C=C1)C(=O)N1CCC(CC1)C1=CC=C(C=C1)OC=1N=NC(=CC1)C(F)(F)F)NS(=O)(=O)CC1=CC=CC=C1